The molecule is an anthocyanin cation consisting of pelargonidin having a rutinosyl [6-deoxy-alpha-L-mannosyl-(1->6)-beta-D-glucosyl] residue attached at the 3-hydroxy position and a beta-D-glucosyl residue at the 5-hydroxy position. It is an anthocyanin cation, a rutinoside, a beta-D-glucoside and a disaccharide derivative. It is a conjugate acid of a pelargonidin 3-O-rutinoside 5-O-beta-D-glucoside betaine. C[C@H]1[C@@H]([C@H]([C@H]([C@@H](O1)OC[C@@H]2[C@H]([C@@H]([C@H]([C@@H](O2)OC3=C([O+]=C4C=C(C=C(C4=C3)O[C@H]5[C@@H]([C@H]([C@@H]([C@H](O5)CO)O)O)O)O)C6=CC=C(C=C6)O)O)O)O)O)O)O